2-(2-methoxy-4-{6-oxo-2H,4H,5H,6H,7H-pyrazolo[3,4-b]pyridin-4-yl}phenoxymethyl)benzonitrile COC1=C(OCC2=C(C#N)C=CC=C2)C=CC(=C1)C1C=2C(NC(C1)=O)=NNC2